(R)-1-(4-((4-(6-(5-(2-(2,5-difluorophenyl)pyrrolidin-1-yl)pyrazolo[1,5-a]pyrimidin-3-yl)pyridin-2-yl)piperazin-1-yl)methyl)phenyl)dihydropyrimidine-2,4(1H,3H)-dione FC1=C(C=C(C=C1)F)[C@@H]1N(CCC1)C1=NC=2N(C=C1)N=CC2C2=CC=CC(=N2)N2CCN(CC2)CC2=CC=C(C=C2)N2C(NC(CC2)=O)=O